C1(CC1)C(=O)NC1=NC=C(C(=O)NC([2H])([2H])[2H])C(=C1)NC1=NN(C2=CC=C(C(=C12)OC)[C@H](C(F)(F)F)O)C (R)-6-(cyclopropanecarboxamido)-4-((4-methoxy-1-methyl-5-(2,2,2-trifluoro-1-hydroxyethyl)-1H-indazol-3-yl)amino)-N-(methyl-d3)nicotinamide